[I-].CN1C(C(C2=CC=C3C(=C12)C=CC=C3)(C)C)C 1,2,3,3-tetramethylbenzindole iodide